[Cl-].C(C=C)(=O)OC[N+](C)(C)CC(C)O acryloyloxy-2-hydroxypropyl-trimethyl-ammonium chloride